1-(2-thienyl)cyclopropyl alcohol S1C(=CC=C1)C1(CC1)O